tert-butyl (2-(2-(2-(2-(1-(2-(2-methoxyethoxy)ethyl)-1H-1,2,3-triazol-4-yl)ethoxy)ethoxy) ethoxy)ethyl)carbamate COCCOCCN1N=NC(=C1)CCOCCOCCOCCNC(OC(C)(C)C)=O